N1C(=NC2=C1C=CC=C2)C=2C=C(NC1=CC=C(C=C1)C=1N=CSC1)C=CC2 3-(1H-benzo[d]imidazol-2-yl)-N-(4-thiazol-4-ylphenyl)aniline